1-isopropyl-3-(3-bromophenyl)-5-methylpyrazole-4-ol C(C)(C)N1N=C(C(=C1C)O)C1=CC(=CC=C1)Br